ClC=1C(=CC(=C(C1)S(=O)(=O)N(CC1=CC=C(C=C1)OC)C1=NC(=CC=C1)F)F)[C@H]1C[C@@](CC1)(OC)CN(C)C 5-chloro-4-((1R,3R)-3-((dimethylamino)methyl)-3-methoxycyclopentyl)-2-fluoro-N-(6-fluoropyridin-2-yl)-N-(4-methoxybenzyl)benzenesulfonamide